C(=O)OC(C(NC(C1=CC=CC=C1)(C1=CC=CC=C1)C1=CC=CC=C1)=O)CC 1-oxo-1-(tritylamino)butan-2-yl formate